[O-2].[Zn+2].[Sn+4].[In+3] INDIUM TIN ZINC OXIDE